N[C@]1(CN(C[C@@H]1CCCB(O)O)CC(CN(C)C)(C)C)C(=O)O (3R,4S)-3-amino-4-(3-boronopropyl)-1-(3-(dimethylamino)-2,2-dimethylpropyl)pyrrolidine-3-carboxylic acid